methyl 6-ethylimidazo[1,5-a]pyrazine-5-carboxylate C(C)C=1N=CC=2N(C1C(=O)OC)C=NC2